3-(3-(tert-butyl)-4-hydroxy-5-(5-methoxy-2H-benzo[d][1,2,3]triazol-2-yl)phenoxy)propylmethacrylate C(C)(C)(C)C=1C=C(OCCCOC(C(=C)C)=O)C=C(C1O)N1N=C2C(=N1)C=CC(=C2)OC